FC1=CC(=NC(=C1)C)C(=O)NC1=CC2=C(N=C(S2)C2CCC(CC2)CO)C=C1C(=O)OC methyl 6-[(4-fluoro-6-methyl-pyridine-2-carbonyl) amino]-2-[4-(hydroxymethyl) cyclohexyl]-1,3-benzothiazole-5-carboxylate